CCCCCCC(C)(C)C neodecane